2-(1,1-dimethylethyl)-4-methoxyphenol CC(C)(C)C1=C(C=CC(=C1)OC)O